(1R*,4R*)-4-amino-3,3-difluoro-1-(3-(5-fluoropyrimidin-2-yl)benzyl)-N-methoxy-N-methylcyclopentane-1-carboxamide N[C@H]1C(C[C@@](C1)(C(=O)N(C)OC)CC1=CC(=CC=C1)C1=NC=C(C=N1)F)(F)F |o1:1,4|